[Na+].[Na+].ClC1=CC=C(C=C1)SC(=C1C2=CC=CC=C2N(C=2C=CC=CC12)C)P([O-])([O-])=O ((4-chlorophenyl)thio)(10-methylacridin-9(10H)-ylidene)methylphosphonic acid disodium salt